C(#N)C1=CC(=C(C(=C1)F)N1CCN(CC1)CC=1C=CC(=NC1)NC(=O)NCC)F 1-(5-((4-(4-cyano-2,6-difluorophenyl)piperazin-1-yl)methyl)pyridin-2-yl)-3-ethylurea